(S)-4-(4-(cyclohexyloxy)benzyl)-3-(1H-benzo[d]imidazol-5-yl)oxazolidin-2-one C1(CCCCC1)OC1=CC=C(C[C@@H]2N(C(OC2)=O)C2=CC3=C(NC=N3)C=C2)C=C1